2-hydroxypropionic acid [(1R,2S,5R)-5-methyl-2-propan-2-ylcyclohexyl] ester C[C@@H]1CC[C@H]([C@@H](C1)OC(C(C)O)=O)C(C)C